(1S,3S)-3-((2-methyl-6-(1-methyl-5-((3-methyl-3-pentylureido)methyl)-1H-1,2,3-triazol-4-yl)pyridin-3-yl)oxy)cyclohexanecarboxylic acid CC1=NC(=CC=C1O[C@@H]1C[C@H](CCC1)C(=O)O)C=1N=NN(C1CNC(=O)N(CCCCC)C)C